N1(C=NC=C1)C=1C=C(OC2=NC=NC3=CC=CC=C23)C=C(C1)OC 4-(3-(1H-imidazol-1-yl)-5-methoxyphenoxy)quinazoline